C(C#C)OCC1=CC=CO1 furfuryl propargyl ether